C1(CC1)N1CCC(CC1)NC1=CC(=NC2=CC(=C(C=C12)OC)OC)C#N 4-((1-cyclopropylpiperidin-4-yl)amino)-6,7-dimethoxyquinoline-2-carbonitrile